FC1=C(C(=CC=C1)F)C1(CC(=CC(=C1)N(C1=CC=C(C=C1)C1=C(C=CC=C1C)C)C1=C(C=CC=C1F)F)C1=C(C=CC=C1C)C)NC1=CC=C(C=C1)C1=C(C=CC=C1C)C 3,N5-bis(2,6-difluorophenyl)-N3,N5-bis(2',6'-dimethyl-[1,1'-biphenyl]-4-yl)-2',6'-dimethyl-[1,1'-biphenyl]-3,5-diamine